(E)-3-(4-chlorophenyl)-N-((4-chlorophenyl)sulfonyl)-4-phenyl-4,5-dihydro-1H-pyrazole-1-carbimidoyl chloride ClC1=CC=C(C=C1)C1=NN(CC1C1=CC=CC=C1)\C(=N/S(=O)(=O)C1=CC=C(C=C1)Cl)\Cl